2-((tert-butoxycarbonyl)amino)isonicotinic acid C(C)(C)(C)OC(=O)NC=1C=C(C(=O)O)C=CN1